FC(C)(F)C1(CC1)C(=O)NC(C)(C#CC1=CC=CC=2N(CCOCC21)C2=NC(N(C1=CC=CC(=C21)F)C([2H])([2H])[2H])=O)C 1-(1,1-difluoroethyl)-N-(4-(1-(5-fluoro-1-(methyl-d3)-2-oxo-1,2-dihydroquinazolin-4-yl)-1,2,3,5-tetrahydrobenzo[e][1,4]oxazepin-6-yl)-2-methylbut-3-yn-2-yl)cyclopropane-1-carboxamide